1-(2-chloroethyl)-3-(methyl-α-glucopyranos-6-yl)-1-nitrosourea ClCCN(C(=O)NC([C@@H]1[C@H]([C@@H]([C@H]([C@@](O)(O1)C)O)O)O)O)N=O